N-(5-(3-chlorocinnolin-6-yl)thiazol-2-yl)-2,2,6,6-tetramethyltetrahydro-2H-pyran-4-carboxamide ClC=1N=NC2=CC=C(C=C2C1)C1=CN=C(S1)NC(=O)C1CC(OC(C1)(C)C)(C)C